N-BOC-aminoalcohol C(=O)(OC(C)(C)C)NO